S(=O)(=O)(O)CCS(=O)(=O)[O-] 2-sulfoethane-1-sulfonate